6-amino-2-ethoxy-9-((6-(piperazin-1-ylmethyl)pyridin-3-yl)methyl)-9H-purin-8-ol NC1=C2N=C(N(C2=NC(=N1)OCC)CC=1C=NC(=CC1)CN1CCNCC1)O